[Se]1C=NC=C1 selenazol